tert-butyl (R)-5-(N-ethyl-N-(2,2,2-trifluoro-1-(4-fluorophenyl)ethyl)sulfamoyl)-1H-pyrazolo[3,4-c]pyridine-1-carboxylate C(C)N(S(=O)(=O)C=1C=C2C(=CN1)N(N=C2)C(=O)OC(C)(C)C)[C@@H](C(F)(F)F)C2=CC=C(C=C2)F